2-(cyclopropylamino)-4-((1s,4s)-4-(3-methylbutanamido)cyclohexylamino)pyrimidine-5-carboxamide C1(CC1)NC1=NC=C(C(=N1)NC1CCC(CC1)NC(CC(C)C)=O)C(=O)N